5-chloro-2,4-difluoro-N-isoxazol-3-yl-N-(2-trimethylsilylethoxymethyl)-benzenesulfonamide ClC=1C(=CC(=C(C1)S(=O)(=O)N(COCC[Si](C)(C)C)C1=NOC=C1)F)F